2-((4-((S)-3-(5-chloropyridin-2-yl)-2,3-dihydrobenzo[b][1,4]Dioxin-5-yl)piperidin-1-yl)methyl)-1-(((S)-oxetan-2-yl)methyl)-1H-benzo[d]Imidazole-6-carboxylic acid ClC=1C=CC(=NC1)[C@@H]1OC2=C(OC1)C=CC=C2C2CCN(CC2)CC2=NC1=C(N2C[C@H]2OCC2)C=C(C=C1)C(=O)O